3,5-bis(1,1-dimethylethyl)-4-hydroxy-benzenemethanol CC(C)(C)C=1C=C(C=C(C1O)C(C)(C)C)CO